C(#N)NC(C1=NC(=C(C=C1)N1CCN(CC1)CC1=CC(=NC=C1)NS(NCC)(=O)=O)C)=O N-cyano-5-(4-((2-((N-ethylsulfamoyl)amino)pyridin-4-yl)methyl)piperazin-1-yl)-6-methylpicolinamide